C(CCCCC(C)C)/C(=C(/C(=O)[O-])\CCCCCC(C)C)/C(=O)[O-].C(CCCCC(C)C)/C(=C(/C(=O)[O-])\CCCCCC(C)C)/C(=O)[O-].C(CCC)[Sn+4]CCCC dibutyl-tin bis(diisooctyl maleate)